C(=O)([O-])C1=CC=C(C=C1)C=1C=C(C=C(C1)C1=CC=C(C=C1)C(=O)[O-])C1=CC=C(C=C1)C(=O)[O-] 5'-(4-carboxylatophenyl)-[1,1':3',1''-terphenyl]-4,4''-dicarboxylate